N[C@H]1C2N(CC1CC2)C(=O)C2=CC1=C(N(C(=N1)C1=CC=3C(=NC(=CC3)C3=C(C=C(C=C3)O)OC)N1CC1CC1)C)C(=C2)OC 4-(2-{5-[(7R)-7-amino-2-azabicyclo[2.2.1]heptane-2-carbonyl]-7-methoxy-1-methyl-1H-1,3-benzodiazol-2-yl}-1-(cyclopropylmethyl)-1H-pyrrolo[2,3-b]pyridin-6-yl)-3-methoxyphenol